6-chloro-N-[[(2R,5S)-3-oxo-2-(4-phenoxyphenyl)-1,4-thiazepan-5-yl]methyl]pyridine-2-carboxamide ClC1=CC=CC(=N1)C(=O)NC[C@H]1NC([C@H](SCC1)C1=CC=C(C=C1)OC1=CC=CC=C1)=O